(S)-4-(5-(3-((2-((S)-3-carboxybutanoyl)-4,7-dichloro-6-methoxybenzo[b]thiophen-5-yl)oxy)propoxy)-4-chloro-7-fluoro-6-methoxy-isoindolin-2-yl)-2-methyl-4-oxobutanoic acid C(=O)(O)[C@H](CC(=O)C1=CC2=C(S1)C(=C(C(=C2Cl)OCCCOC=2C(=C1CN(CC1=C(C2OC)F)C(C[C@@H](C(=O)O)C)=O)Cl)OC)Cl)C